C(C)NC(C1=CC(=CC=C1)OC(CCNC)C1=CC=CC=C1)=O n-ethyl-3-(3-(methylamino)-1-phenylpropoxy)benzamide